(3-bromophenyl)(3-methoxyphenyl)-methanol BrC=1C=C(C=CC1)C(O)C1=CC(=CC=C1)OC